(4'-(dibenzothiophen-4-yl)-biphenyl-4-yl)-(4-(benzofuran-2-yl)-phenyl)-amine C1=CC=C(C=2SC3=C(C21)C=CC=C3)C3=CC=C(C=C3)C3=CC=C(C=C3)NC3=CC=C(C=C3)C=3OC2=C(C3)C=CC=C2